5-methyl-2-(3-(3-(4-(trifluoromethyl)phenyl)-1H-pyrazolo[3,4-b]pyridin-1-yl)azetidine-1-carbonyl)hex-2-enenitrile CC(CC=C(C#N)C(=O)N1CC(C1)N1N=C(C=2C1=NC=CC2)C2=CC=C(C=C2)C(F)(F)F)C